(S)-2-amino-1-((3ar,6as)-5-cyclopropyl-hexahydropyrrolo[3,4-c]pyrrol-2(1H)-yl)-3-(3-fluoro-4-((3-methyl-1H-pyrrolo[2,3-b]pyridin-4-yl)oxy)phenyl)propan-1-one N[C@H](C(=O)N1C[C@@H]2CN(C[C@@H]2C1)C1CC1)CC1=CC(=C(C=C1)OC1=C2C(=NC=C1)NC=C2C)F